2-hydroxy-1-methoxypropyl methacrylate C(C(=C)C)(=O)OC(C(C)O)OC